Methyl-6-{1-[(5-fluoropyridin-2-yl)carbamoyl]cyclobutyl}-3,4-dihydrochinolin-1(2H)-carboxylat COC(=O)N1CCCC2=CC(=CC=C12)C1(CCC1)C(NC1=NC=C(C=C1)F)=O